C(C1=CC=CC=C1)OC1=CC=CC=2CC(C12)O 5-(benzyloxy)bicyclo[4.2.0]octa-1(6),2,4-trien-7-ol